ClC=1C(=C(C(=CC1)N1N=NN=C1)/C=C/C(=O)N1C(C2=CC=CC(=C2CC1)NC(COC)=O)C(=O)NC1=CC=C(C(=O)O)C=C1)F (E)-4-(2-(3-(3-chloro-2-fluoro-6-(1H-tetrazol-1-yl)phenyl)acryloyl)-5-(2-methoxyacetamido)-1,2,3,4-tetrahydroisoquinoline-1-carboxamido)benzoic acid